tert-butyl 5-(2-{[(benzyloxy)carbonyl]amino}ethyl)-1,3-dihydroisoindole-2-carboxylate C(C1=CC=CC=C1)OC(=O)NCCC=1C=C2CN(CC2=CC1)C(=O)OC(C)(C)C